(R)-N-(1-(3,5-bis(1-methyl-1H-pyrazol-4-yl)phenyl)ethyl)-5-(2-(3-(fluoromethyl)azetidin-1-yl)ethoxy)-2-methylbenzamide CN1N=CC(=C1)C=1C=C(C=C(C1)C=1C=NN(C1)C)[C@@H](C)NC(C1=C(C=CC(=C1)OCCN1CC(C1)CF)C)=O